N1C(=NC2=C1C=CC=C2)CNC2=NN(C1=NC(=CN=C12)C1CC1)[C@@H]1CC[C@H](CC1)O trans-4-(3-{[(1H-benzimidazol-2-yl)methyl]amino}-6-cyclopropyl-1H-pyrazolo[3,4-b]pyrazin-1-yl)cyclohexan-1-ol